N-((1H-benzo[d]imidazol-2-yl)sulfonyl)-2,6-dihydroxy-5'-methyl-4-pentyl-2'-(prop-1-en-2-yl)-1',2',3',4'-tetrahydro-[1,1'-biphenyl]-3-carboxamide N1C(=NC2=C1C=CC=C2)S(=O)(=O)NC(=O)C=2C(=C(C(=CC2CCCCC)O)C2C(CCC(=C2)C)C(=C)C)O